BrC1=CC=C(C=C1)N1N=NC(=C1C(=O)OCC)C Ethyl 1-(4-bromophenyl)-4-methyl-1H-1,2,3-triazole-5-carboxylate